(3S,4S)-1-((4-(3-amino-4-methyl-1H-indazol-5-yl)-3-methylphenyl)sulfonyl)-4-fluoropyrrolidin-3-ol NC1=NNC2=CC=C(C(=C12)C)C1=C(C=C(C=C1)S(=O)(=O)N1C[C@@H]([C@H](C1)F)O)C